OC1=CC=C(C=C1)C1CC(=NO1)C1=CC=C(C=C1)NS(=O)(=O)C1=CC=C(C=C1)C N-(4-(5-(4-hydroxyphenyl)-4,5-dihydroisoxazol-3-yl)phenyl)-4-methylbenzenesulfonamide